ONC(C[C@@H](CC1=CC2=CC=CC=C2C=C1)N1N=NC(=C1)CNC(CC1=CC=CC=C1)=O)=O (R)-N-hydroxy-4-naphthalen-2-yl-3-[4-(phenylacetylamino-methyl)-[1,2,3]triazol-1-yl]-butyramide